(R)-N-(5-cyclopropyl-1H-pyrazol-3-yl)-2-(6-(difluoromethyl)imidazo[1,2-a]pyridin-2-yl)propanamide C1(CC1)C1=CC(=NN1)NC([C@H](C)C=1N=C2N(C=C(C=C2)C(F)F)C1)=O